aconitic acid (aconitate) C(C=C(C(=O)O)CC(=O)O)(=O)O.C(C=C(C(=O)O)CC(=O)O)(=O)O